5-(2'-(4-(4-amino-3-(4-phenoxyphenyl)-1H-pyrazolo[3,4-d]pyrimidin-1-yl)piperidin-1-yl)-7,7'-diaza[2,7'-bispiro[3.5]nonan]-7-yl)-2-(2,6-dioxopiperidin-3-yl)isoindoline-1,3-dione NC1=C2C(=NC=N1)N(N=C2C2=CC=C(C=C2)OC2=CC=CC=C2)C2CCN(CC2)C2CC1(C2)CCN(CC1)C1CC2(C1)CCN(CC2)C=2C=C1C(N(C(C1=CC2)=O)C2C(NC(CC2)=O)=O)=O